trans-N-cyclopropyl-4-{[(7-trifluoromethylquinolin-4-yl)amino]methyl}cyclohexane-1-carboxamide 1-amino-4-[2-anthrylamino]-9,10-dioxo-9,10-dihydroanthracene-2-sulfonate NC1=C(C=C(C=2C(C3=CC=CC=C3C(C12)=O)=O)NC1=CC2=CC3=CC=CC=C3C=C2C=C1)S(=O)(=O)O.C1(CC1)NC(=O)[C@@H]1CC[C@H](CC1)CNC1=CC=NC2=CC(=CC=C12)C(F)(F)F